[Au].[Se] selenium-gold